(E)-4-(2-methoxyphenyl)-3-((3-((E)-4-(piperidin-1-ylmethyl)styryl)-1H-indazol-6-yl)methylene)pyrrolidin-2-one trifluoroacetate FC(C(=O)O)(F)F.COC1=C(C=CC=C1)C1\C(\C(NC1)=O)=C/C1=CC=C2C(=NNC2=C1)\C=C\C1=CC=C(C=C1)CN1CCCCC1